acrylic acid ureido ester N(C(=O)N)OC(C=C)=O